3-[4-[4-[(4-Aminocyclohexyl)methyl]piperazin-1-yl]-3-methoxy-phenyl]piperidine-2,6-dione NC1CCC(CC1)CN1CCN(CC1)C1=C(C=C(C=C1)C1C(NC(CC1)=O)=O)OC